SCSC(CC)SCS (2,2-bis(mercaptomethylsulfanyl)ethyl)methane